3-hydroxyisoindoline OC1NCC2=CC=CC=C12